diphenylanthracene-d8 C1(=CC=CC=C1)C1=C2C(=C(C(=C(C2=C(C=2C(=C(C(=C(C12)[2H])[2H])[2H])[2H])[2H])[2H])[2H])[2H])C1=CC=CC=C1